2-amino-5-bromo-N'-hydroxypyridine-3-carboxamidine NC1=NC=C(C=C1C(=NO)N)Br